3-(3-ethyl-4-oxo-spiro[6,8-dihydro-5H-pyrazolo[4,3-c]azepine-7,4'-tetrahydropyran]-1-yl)propyl tetra-hydrothiopyran-3-carboxylate S1CC(CCC1)C(=O)OCCCN1N=C(C=2C(NCC3(CCOCC3)CC21)=O)CC